2-chloro-N-[4-[4-[[2-(4-chlorophenyl)-4,4-dimethylcyclohexen-1-yl]methyl]piperazin-1-yl]phenyl]sulfonyl-4-(methylamino)-3-methyl-5-nitrobenzamide ClC1=C(C(=O)NS(=O)(=O)C2=CC=C(C=C2)N2CCN(CC2)CC2=C(CC(CC2)(C)C)C2=CC=C(C=C2)Cl)C=C(C(=C1C)NC)[N+](=O)[O-]